4-amino-N-(1-(6-((2-amino-2-oxo-1-phenylethyl)thio)-3,5-dicyano-4-ethylpyridin-2-yl)piperidin-4-yl)tetrahydro-2H-pyran-4-carboxamide NC1(CCOCC1)C(=O)NC1CCN(CC1)C1=NC(=C(C(=C1C#N)CC)C#N)SC(C(=O)N)C1=CC=CC=C1